[Ru](Cl)Cl.C12=CC=C(CC1)C2 (norbornadiene) ruthenium (II) dichloride